O=C1NC(CCC1N1C(N(C2=C1C=CC=C2N2CC(C(CC2)OC(NC)=O)F)C)=O)=O [1-[1-(2,6-dioxo-3-piperidyl)-3-methyl-2-oxo-benzimidazol-4-yl]-3-fluoro-4-piperidyl]-N-methyl-carbamate